BrC1NC2(CN3N=C4C=CC=CC4=C31)CC2 bromo-1',2'-dihydro-4'H-spiro[cyclopropane-1,3'-pyrazino[1,2-b]indazole]